N1(CCC1)C=1C=C(C=CC1)N1C(=C2C(N(N=CC2=C1C)C1=CC=C(C=C1)Br)=O)C 6-(3-(azetidin-1-yl)phenyl)-2-(4-bromophenyl)-5,7-dimethyl-2,6-dihydro-1H-pyrrolo[3,4-d]pyridazin-1-one